N-(1-((1S,2S)-2-methylcyclopropyl)-2-oxo-1,2-dihydropyridin-3-yl)imidazo[1,2-a]Pyrimidine-6-carboxamide C[C@@H]1[C@H](C1)N1C(C(=CC=C1)NC(=O)C=1C=NC=2N(C1)C=CN2)=O